C(C)(C)OC(C(CC(C(C)N)C1=CC=CC=C1)NC(=O)OC(C)(C)C)=O.ONC(C1=CC(=CC=C1)CN1CCN(CC1)CCC1=CC=CC=C1)=O N-hydroxy-3-((4-phenethylpiperazin-1-yl)methyl)benzamide isopropyl-5-amino-2-((tert-butoxycarbonyl)amino)-4-phenylhexanoate